O=C1N(C(CN1C1=CC=C(C=C1)C(F)(F)F)=O)CC1=CC(=C(OC(C(=O)O)(C)C)C=C1)C 2-(4-((2,5-Dioxo-3-(4-(trifluoromethyl)phenyl)imidazolin-1-yl)methyl)-2-methylphenoxy)-2-methylpropionic acid